C[C@H](CCCC(C)(C)O)[C@H]1CC[C@@H]\\2[C@@]1(CCC/C2=C\\C=C/3\\C[C@H]([C@H]([C@@H](C3=C)O)OCCCO)O)C The molecule is a hydroxycalciol that is calcitriol with a 3-hydroxypropoxy group at position 2. It has a role as a metabolite. It is a tetrol, a member of D3 vitamins and a hydroxycalciol. It derives from a calcitriol.